1-methyl-2,3,4-triethylimidazoline CN1C(N(C(C1)CC)CC)CC